6-(benzyloxy)-7-fluoro-3-(nitromethyl)benzo[c][1,2]oxaborol-1(3H)-ol C(C1=CC=CC=C1)OC=1C=CC2=C(B(OC2C[N+](=O)[O-])O)C1F